N1CCC(CC1)C(=O)OC(C1=C(C(=C(C=C1)[N+](=O)[O-])F)CC)=O ethyl-(3-fluoro-4-nitrobenzoyl) piperidine-4-carboxylate